ClC1=CC=C(C=C1)\C=C\C(=O)C1=C(C=C(C(=C1)CN1C(CNCC1)C)OC)O 4-chloro-2'-hydroxy-4'-methoxy-5'-(methylpiperazin-1-yl)methyl-chalcone